CC1(CCCC1)C1=CC=C(C(=O)O)C=C1 4-(1-methylcyclopentyl)benzoic acid